CC1=CC2=C(C3=CC=C(C=C3C(=C2C=C1)OC(C)=O)C)OC(C)=O 2,6-dimethyl-9,10-diacetoxyanthracene